p-azidophenyl-alanine N(=[N+]=[N-])C1=CC=C(C=C1)N[C@@H](C)C(=O)O